(E)-1-(4-((((4-((2-(aminomethyl)-3-fluoroallyl)oxy)phenyl)sulfonyl)methoxy)methyl)-4-methylpiperidin-1-yl)-2-methylpropan-1-one NC/C(/COC1=CC=C(C=C1)S(=O)(=O)COCC1(CCN(CC1)C(C(C)C)=O)C)=C\F